2-bromomethyl-3-(tert-butyl-dimethyl-silyloxy)-benzoic acid methyl ester COC(C1=C(C(=CC=C1)O[Si](C)(C)C(C)(C)C)CBr)=O